tert-butyl (2S,4R)-2-((3-bromo-2-chlorophenyl) carbamoyl)-4-fluoropyrrolidine-1-carboxylate BrC=1C(=C(C=CC1)NC(=O)[C@H]1N(C[C@@H](C1)F)C(=O)OC(C)(C)C)Cl